ethyl (S)-3-amino-3-(2',6'-dichlorobiphenyl-3-yl)propanoate N[C@@H](CC(=O)OCC)C=1C=C(C=CC1)C1=C(C=CC=C1Cl)Cl